diallyl maleate (diallyl maleate) C(C=C)/C(=C(/C(=O)O)\CC=C)/C(=O)O.C(\C=C/C(=O)OCC=C)(=O)OCC=C